(R)-3-(4-amino-6-(pyridin-4-yl)pyrido[3,4-d]pyrimidin-8-yl)-2,4-dimethylphenol NC=1C2=C(N=CN1)C(=NC(=C2)C2=CC=NC=C2)C=2C(=C(C=CC2C)O)C